1-(4-(1-(2-(1H-pyrazol-4-yl)acetyl)piperidin-4-yl)butyl)-3-(4-chlorobenzyl)urea N1N=CC(=C1)CC(=O)N1CCC(CC1)CCCCNC(=O)NCC1=CC=C(C=C1)Cl